C1(=CC=CC=C1)[Si](C1=CC=CC=C1)(C1=CC=CC=C1)P([Si](C1=CC=CC=C1)(C1=CC=CC=C1)C1=CC=CC=C1)[Si](C1=CC=CC=C1)(C1=CC=CC=C1)C1=CC=CC=C1 tri(triphenylsilyl)phosphine